3-[4-[[(2S,4R)-4-hydroxy-1-methyl-pyrrolidin-2-yl]methoxy]anilino]-5-methyl-6-(1-methylbenzimidazol-4-yl)pyrazine-2-carboxamide O[C@@H]1C[C@H](N(C1)C)COC1=CC=C(NC=2C(=NC(=C(N2)C)C2=CC=CC=3N(C=NC32)C)C(=O)N)C=C1